tert-Butyl 7-bromo-8-methyl-2,3-dihydropyrido[2,3-b][1,4]oxazine-1-carboxylate BrC1=C(C2=C(OCCN2C(=O)OC(C)(C)C)N=C1)C